ClC1=CN=C2N1C=C(C=N2)C=2C=CN1N=C(N=CC12)C1(CCC(CC1)N)N 1-(5-(3-chloroimidazo[1,2-a]pyrimidin-6-yl)pyrrolo[2,1-f][1,2,4]triazin-2-yl)cyclohexane-1,4-diamine